S1C=NC(=C1)CN1CCNCC1 4-(thiazol-4-ylmethyl)piperazin